4-(((R)-4'-chloro-3-hydroxy-5,5-dimethyl-3,4,5,6-tetrahydro-[1,1'-biphenyl]-2-yl)methyl)-3-(hydroxymethyl)piperazine-1-carboxylic acid (S)-tert-butyl ester C(C)(C)(C)OC(=O)N1CC(N(CC1)CC1=C(CC(C[C@H]1O)(C)C)C1=CC=C(C=C1)Cl)CO